7-((3-(3-chloro-2-methylphenyl)pyrrolidin-3-yl)amino)-2-(2,2,2-trifluoroethyl)isoquinolin-1(2H)-one hydrochloride Cl.ClC=1C(=C(C=CC1)C1(CNCC1)NC1=CC=C2C=CN(C(C2=C1)=O)CC(F)(F)F)C